6,7-dimethoxy-2-methyl-N-[1-(thieno[2,3-c]pyridin-4-yl)ethyl]quinazolin-4-amine COC=1C=C2C(=NC(=NC2=CC1OC)C)NC(C)C1=C2C(=CN=C1)SC=C2